benzo[c][2]benzoxepin C1=CC=CC=2OC=C3C(=CC21)C=CC=C3